tert-Butyl (4-(1-(phenylsulfonyl)-1H-pyrrolo[2,3-b]pyridine-4-yl)phenyl)carbamate C1(=CC=CC=C1)S(=O)(=O)N1C=CC=2C1=NC=CC2C2=CC=C(C=C2)NC(OC(C)(C)C)=O